ethyl (Z)-5-(4-(2-(2-(2-(2-aminoethoxy)ethoxy)ethoxy)ethoxy)-3-hydroxybenzylidene)-4-oxo-2-(phenylamino)-4,5-dihydrothiophene-3-carboxylate NCCOCCOCCOCCOC1=C(C=C(\C=C/2\C(C(=C(S2)NC2=CC=CC=C2)C(=O)OCC)=O)C=C1)O